(4S)-5-chloro-N-[(1S,2R)-2-(6-fluoro-2,3-dimethylphenyl)-1-(2H-1,2,3,4-tetrazol-5-yl)propyl]-4-hydroxy-4-methyl-3,4-dihydro-2H-1-benzopyran-8-sulfonamide ClC1=CC=C(C2=C1[C@@](CCO2)(C)O)S(=O)(=O)N[C@@H]([C@H](C)C2=C(C(=CC=C2F)C)C)C=2N=NNN2